chloroazole ClC=1NC=CC1